13-oxa-4,5,9,18,19,22-hexaazatetracyclo[12.5.2.12,5.017,20]docosa-1(19),2(22),3,14(21),15,17(20)-hexaen-8-one C=12C=3C=NN(CCC(NCCCOC=4C=CC(NN1)=C2C4)=O)N3